NC([C@H]([C@@H](C)O[Si](C)(C)C(C)(C)C)NC(=O)[C@H]1N(CCC1)C(=O)[C@H]1N(CCC1)C([C@H]([C@@H](C)O)NC(OCC1=CC=CC=C1)=O)=O)=O Benzyl (2S,3R)-1-((S)-2-((S)-2-((2S,3R)-1-amino-3-tertiary butyl dimethyl silyloxy-1-oxobutan-2-ylcarbamoyl) pyrrolidine-1-carbonyl) pyrrolidin-1-yl)-3-hydroxy-1-oxobutan-2-ylcarbamate